2-methoxy-4-{[(4s)-6-{6-[3,3,3-trifluoro-2-hydroxy-2-(trifluoromethyl)propoxy]pyrazolo[1,5-a]pyridine-3-amido}spiro[3.3]heptan-2-yl]oxy}-1,3-thiazole-5-carboxamide COC=1SC(=C(N1)OC1CC2(C1)CC(C2)NC(=O)C=2C=NN1C2C=CC(=C1)OCC(C(F)(F)F)(C(F)(F)F)O)C(=O)N